COC(=O)NC1(CN(CCC1)C(=O)OC(C)(C)C)C1=NC=CC=C1 tert-butyl 3-((methoxycarbonyl)amino)-3-(pyridin-2-yl)piperidine-1-carboxylate